5-(chloromethyl)-1-fluoro-2,3-dimethoxybenzene ClCC=1C=C(C(=C(C1)F)OC)OC